4-aminobenzoic acid-4-aminophenyl ester NC1=CC=C(C=C1)OC(C1=CC=C(C=C1)N)=O